(4-(N-tetrahydropyrrolyl)phenyl)-2-(4-hydroxyphenyl)-5,7-dimethoxy-4H-chromen-4-one N1(CCCC1)C1=CC=C(C=C1)C1=C(OC2=CC(=CC(=C2C1=O)OC)OC)C1=CC=C(C=C1)O